acryloxyadamantane C(C=C)(=O)OC12CC3CC(CC(C1)C3)C2